1-(4-fluorophenyl)-N-methylethylamine FC1=CC=C(C=C1)C(C)NC